ClC=1C=C2C(=CC1)NC(C21CCN(CC1)CCOC=1C=NC(=CC1)S(=O)(=O)C)=O 5-chloro-1'-{2-[(6-methanesulfonylpyridin-3-yl)oxy]ethyl}-1,2-dihydrospiro[indole-3,4'-piperidin]-2-one